CC1(CC(C(C(C1)=O)=C(CC(C)C)NCCN(C(CNC(OC(C)(C)C)=O)=O)CCNC(CC(C)C)=C1C(CC(CC1=O)(C)C)=O)=O)C tert-butyl (2-(bis(2-((1-(4,4-dimethyl-2,6-dioxocyclohexylidene)-3-methylbutyl)amino)ethyl)amino)-2-oxoethyl)carbamate